FC(C1CN(C1)S(=O)(=O)N1C[C@H](CCC1)C(=O)N1[C@H](CCC1)C(=O)NCC1=CC=C(C=C1)C(F)(F)F)(F)F 1-(((3S)-1-((3-(trifluoromethyl)-1-azetidinyl)sulfonyl)-3-piperidinyl)carbonyl)-N-(4-(trifluoromethyl)benzyl)-D-prolinamide